4-cyclopropyl-N-((S)-((R)-3,3-difluorocyclohexyl)(2-(((3R,5R)-2-oxo-5-(trifluoromethyl)piperidin-3-yl)methyl)imidazo[1,2-b][1,2,4]triazin-6-yl)methyl)-1,2,5-oxadiazole-3-carboxamide C1(CC1)C=1C(=NON1)C(=O)N[C@H](C=1N=C2N(N=C(C=N2)C[C@@H]2C(NC[C@@H](C2)C(F)(F)F)=O)C1)[C@H]1CC(CCC1)(F)F